2,2-difluoro-6-iodo-1,3-benzodioxole-4-carboxylic acid FC1(OC2=C(O1)C=C(C=C2C(=O)O)I)F